BrC1=CC=CC2=C1N=C(S2)C2=CC=CC=C2 4-bromo-2-phenylbenzo[d]thiazole